4-((4-methylpiperazin-1-yl)methyl)-3-(trifluoromethyl)benzamide CN1CCN(CC1)CC1=C(C=C(C(=O)N)C=C1)C(F)(F)F